FC1CCNC2=C(C=C(C=C12)F)C#N 4,6-difluoro-3,4-dihydro-2H-quinoline-8-carbonitrile